2-[4-({[(2S)-pyrrolidin-2-yl]methyl}amino)pyrido[3,4-d]pyridazin-1-yl]-5-(trifluoromethyl)phenol formate C(=O)OC1=C(C=CC(=C1)C(F)(F)F)C1=C2C(=C(N=N1)NC[C@H]1NCCC1)C=NC=C2